CC1=C(C(=CC=C1)C)C1=NC(=NC(=C1)OC1=C(C=CC=C1)F)NS(=O)(=O)C=1C=NN(C1)C N-[4-(2,6-dimethylphenyl)-6-(2-fluorophenoxy)pyrimidin-2-yl]-1-methyl-1H-pyrazole-4-sulfonamide